SC1=NC(=NC(=N1)S)S.[Na].[Na].[Na] trisodium 2,4,6-trimercapto-s-triazine